(S)-1-oxa-3,7-diazaspiro[4.5]decan-2-one O1C(NC[C@]12CNCCC2)=O